(3,5-difluoro-4-formyl-phenyl)boronic acid FC=1C=C(C=C(C1C=O)F)B(O)O